(1S,3S,4R)-3-acetamido-N-((S)-(2,3-dichloro-6-fluorophenyl)(4-fluorobicyclo[2.2.1]heptan-1-yl)methyl)-4-(methylamino)cyclopentane-1-carboxamide C(C)(=O)N[C@H]1C[C@H](C[C@H]1NC)C(=O)N[C@@H](C12CCC(CC1)(C2)F)C2=C(C(=CC=C2F)Cl)Cl